N-cyclopropyl-4-[7-[(2,2-difluorocyclopropyl)methoxy]imidazo[1,2-a]pyridin-3-yl]-2-(difluoromethoxy)-6-methoxy-benzamide C1(CC1)NC(C1=C(C=C(C=C1OC)C1=CN=C2N1C=CC(=C2)OCC2C(C2)(F)F)OC(F)F)=O